6-(5-(2-(((3-Benzyl-5-methyl-1,2,3,6,7,8-hexahydrocyclopenta[d]pyrrolo[2,3-b]pyridin-7-yl)methyl)amino)ethyl)-2-oxooxazolidin-3-yl)-2H-pyrido[3,2-b][1,4]oxazin-3(4H)-one C(C1=CC=CC=C1)N1CCC=2C1=NC(=C1C2CC(C1)CNCCC1CN(C(O1)=O)C=1C=CC=2OCC(NC2N1)=O)C